3-formyl-4-methoxyphenylethyl acetate C(C)(=O)OCCC1=CC(=C(C=C1)OC)C=O